((2R,3S,4R,5R)-5-cyano-3,4-dihydroxy-5-(4-(((pentyloxy)carbonyl)amino)pyrrolo[2,1-f][1,2,4]triazin-7-yl)tetrahydrofuran-2-yl)methyl acetate C(C)(=O)OC[C@H]1O[C@]([C@@H]([C@@H]1O)O)(C1=CC=C2C(=NC=NN21)NC(=O)OCCCCC)C#N